S(=O)(=O)(ON1[C@@H]2CC[C@H](N(C1=O)C2)C(NS(=O)(=O)CCOC)=N)[O-].[Na+] Sodium (2S,5R)-2-(N-((2-methoxyethyl) sulfonyl) carbamimidoyl)-7-oxo-1,6-diazabicyclo[3.2.1]octan-6-yl sulfate